1-[(4-cyano-3-fluoro-phenyl)methyl]-3-methyl-N-(1-methylcyclopropyl)-2-oxo-benzimidazole-5-sulfonamide C(#N)C1=C(C=C(C=C1)CN1C(N(C2=C1C=CC(=C2)S(=O)(=O)NC2(CC2)C)C)=O)F